7-bromo-1-(1-methylimidazol-2-yl)-1,2,3,4-tetrahydroisoquinoline BrC1=CC=C2CCNC(C2=C1)C=1N(C=CN1)C